C(C)(C)(C)OC(=O)N1C[C@@H](CC1)CO (R)-3-hydroxymethyl-pyrrolidine-1-carboxylic acid tert-butyl ester